2-(5-{5-[(2R)-4-(2-chloro-4-fluorobenzoyl)-2-ethylpiperazin-1-yl]-2'-ethoxy-[2,3'-bipyridin]-6-yl}-1,3-oxazol-4-yl)ethan-1-amine ClC1=C(C(=O)N2C[C@H](N(CC2)C=2C=CC(=NC2C2=C(N=CO2)CCN)C=2C(=NC=CC2)OCC)CC)C=CC(=C1)F